[Al].[W].[Ta] tantalum-tungsten-aluminum